O1COC2=C1C=CC(=C2)C=2C=CC=1N(N2)C(=CN1)C1=CC(=C(C=C1)O)OC 4-[6-(1,3-benzodioxol-5-yl)imidazo[1,2-b]pyridazin-3-yl]-2-methoxy-phenol